2-(3,4,5-trimethoxyphenyl)-1,3-dithiane COC=1C=C(C=C(C1OC)OC)C1SCCCS1